(Z)-4-hydroxy-4-(isoxazol-3-yl)-2-oxobut-3-enoate O\C(=C/C(C(=O)[O-])=O)\C1=NOC=C1